COC(=O)C=1C(=NN(C1COC)C1=NC=CC(=C1)CC1=CC(=CC(=C1)C(F)(F)F)F)C 1-(4-(3-fluoro-5-(trifluoromethyl)benzyl)pyridin-2-yl)-5-(methoxymethyl)-3-methyl-1H-pyrazole-4-carboxylic acid methyl ester